C1(CC1)C1=NC=CN=C1 cyclopropylpyrazin